C1(CCCCC1)C(=O)N1CCC(CC1)NC1CC=CCC1 4-((1-(cyclohexanecarbonyl)piperidin-4-yl)amino)cyclohex-1-en